N-(2-(5-(((3R,4S,SR)-3,4-dihydroxy-5-methoxy-6,6-dimethyltetrahydro-2H-pyran-2-yl)oxy)-4'-fluoro-[1,1'-biphenyl]-2-yl)ethyl)acetamide O[C@H]1[C@H](OC(C([C@H]1O)OC)(C)C)OC=1C=CC(=C(C1)C1=CC=C(C=C1)F)CCNC(C)=O |&1:2|